(S)-4-(3-hydroxypyrrolidine-1-carbonyl)-6-(trifluoromethyl)picolinic acid O[C@@H]1CN(CC1)C(=O)C1=CC(=NC(=C1)C(F)(F)F)C(=O)O